4-(5-(3,5-dichlorophenyl)-5-(trifluoromethyl)-4,5-dihydroisoxazol-3-yl)-N-(5-(methoxymethyl)-1-methyl-1H-1,2,4-triazol-3-yl)-2-methylbenzamide ClC=1C=C(C=C(C1)Cl)C1(CC(=NO1)C1=CC(=C(C(=O)NC2=NN(C(=N2)COC)C)C=C1)C)C(F)(F)F